1,4-dihydro-3H-2λ2-isoquinolin-3-one C1[N]C(CC2=CC=CC=C12)=O